8-(2-adamantyloxymethyloxycarbonyl)-tetracyclo[4.4.0.12,5.17,10]-3-dodecene C12C(C3CC(CC(C1)C3)C2)OCOC(=O)C2C3C1C4C=CC(C1C(C2)C3)C4